3-[2-(3-methoxyphenyl)-2-oxoethyl]-1-phenylimidazole COC=1C=C(C=CC1)C(CN1CN(C=C1)C1=CC=CC=C1)=O